N-{3-[2-(3,4-dichlorophenoxy)acetamido]bicyclo[1.1.1]pentan-1-yl}-6-(difluoromethyl)pyridine-3-carboxamide ClC=1C=C(OCC(=O)NC23CC(C2)(C3)NC(=O)C=3C=NC(=CC3)C(F)F)C=CC1Cl